(R)-(2-(benzofuran-3-yl)-1-(2-(methoxy(methyl)amino)-2-oxoacetylamino)ethyl)boronic acid O1C=C(C2=C1C=CC=C2)C[C@H](NC(C(=O)N(C)OC)=O)B(O)O